CC=1N=C(C2=C(C(=C(C=C2C1)C)C#N)O)N1CCOCC1 3,6-dimethyl-1-morpholino-7-cyano-8-hydroxyisoquinoline